NC1=NC=NN2C1=CC=C2C=2C=C(C(=NC2)OC)C(=O)N[C@@H]2CN(C[C@@H]2F)C(=O)C2CCOCC2 5-{4-aminopyrrolo[2,1-f][1,2,4]triazin-7-yl}-N-[(3R,4S)-4-fluoro-1-(oxane-4-carbonyl)pyrrolidin-3-yl]-2-methoxypyridine-3-carboxamide